C(C)(C)(C)N1CCN(CC1)C1=C(C=C(C=C1)C(F)(F)F)N tert-butyl-4-(2-amino-4-(trifluoromethyl)phenyl)piperazine